nickel-zinc-iron [Fe].[Zn].[Ni]